C(C1=CC=CC=C1)SC=1C(=NC(=NC1)C(F)(F)F)C1CC1 5-(benzylthio)-4-cyclopropyl-2-(trifluoromethyl)pyrimidine